FC=1C=2N(C=C(C1)C1=CNC=3N=C(N=CC31)CC(C)C)C(=CN2)CO (8-fluoro-6-(2-isobutyl-7H-pyrrolo[2,3-d]pyrimidin-5-yl)imidazo[1,2-a]pyridin-3-yl)methanol